1-carbamimidoyl-1,2,4-triazole hydrochloride Cl.C(N)(=N)N1N=CN=C1